COC1=NC(=NC=C1C1=CC=C(C=C1)N1C(CCC1)=O)NC=1C=NC=2OCC3CN(C(N3C2C1)=O)CCN1CCOCC1 12-({4-methoxy-5-[4-(2-oxopyrrolidin-1-yl)phenyl]pyrimidin-2-yl}amino)-4-[2-(morpholin-4-yl)ethyl]-8-oxa-2,4,10-triazatricyclo[7.4.0.02,6]trideca-1(9),10,12-trien-3-one